6-((R)-1-((cis)-4-(6-fluoroquinolin-4-yl)cyclohexyl)ethyl)-5H-[1,3]dioxolo[4',5':4,5]benzo[1,2-d]imidazole FC=1C=C2C(=CC=NC2=CC1)[C@H]1CC[C@H](CC1)[C@@H](C)C=1NC2=C(N1)C=C1C(=C2)OCO1